tin-copper-nickel germanium [Ge].[Ni].[Cu].[Sn]